3-(3-(3-hydroxypropoxy)propoxy)cyclobutanol tert-butyl-rac-(1R,5S,6s)-6-((4-(1-amino-1-cyanoethyl)-6-(4-fluorophenyl)pyridin-2-yl)oxy)-3-azabicyclo[3.1.0]hexane-3-carboxylate C(C)(C)(C)[C@]12CN(C[C@H]2[C@@H]1OC1=NC(=CC(=C1)C(C)(C#N)N)C1=CC=C(C=C1)F)C(=O)OC1CC(C1)OCCCOCCCO |r|